allyl glyceryl ether sulfate S(=O)(=O)(O)O.C(C(O)CO)OCC=C